4-azidobutyryl-(lysine) N(=[N+]=[N-])CCCC(=O)N[C@@H](CCCCN)C(=O)O